1-methyl-N-(3-((2-((3-methyl-1-(1-methylpyrrolidin-3-yl)-1H-pyrazol-4-yl)amino)-5-(trifluoromethyl)pyrimidin-4-yl)amino)propyl)azetidine-3-carboxamide CN1CC(C1)C(=O)NCCCNC1=NC(=NC=C1C(F)(F)F)NC=1C(=NN(C1)C1CN(CC1)C)C